N1=CC(=C(C=C1)C)B(O)O 4-picoline-3-boronic acid